FC1=C(OC2CCN(CC2)C=2N=C3C(=NC2C2=CN=C4N2CCN(C4)C)CN(CC3)C(C)=O)C=CC(=C1)F (2-(4-(2,4-difluorophenoxy)piperidin-1-yl)-3-(7-methyl-5,6,7,8-tetrahydroimidazo[1,2-a]pyrazin-3-yl)-7,8-dihydropyrido[3,4-b]pyrazin-6(5H)-yl)ethan-1-one